C(#N)C=1N=C2N(C=C(C=C2OC)C2=CC(=NC=C2OC)C(C(F)(F)F)N(C(=O)N[C@H](C(F)(F)F)CCC(F)(F)F)CC)C1 1-(1-(4-(2-cyano-8-methoxyimidazo[1,2-a]pyridin-6-yl)-5-methoxypyridin-2-yl)-2,2,2-trifluoroethyl)-1-ethyl-3-((S)-1,1,1,5,5,5-hexafluoropentan-2-yl)urea